fluoro-N-(4-fluoro-3-(methylsulfonamido)benzyl)-4'-oxo-3',4'-dihydro-1'H-spiro[piperidine-4,2'-quinoline]-1-carboxamide FN1C2(CC(C3=CC=CC=C13)=O)CCN(CC2)C(=O)NCC2=CC(=C(C=C2)F)NS(=O)(=O)C